(3R,6S)-1-(2-(4-hydroxy-phenyl)acetyl)-6-methylpiperidine-3-carboxylic acid OC1=CC=C(C=C1)CC(=O)N1C[C@@H](CC[C@@H]1C)C(=O)O